isopropyl-6-(2-methoxyethyl)-1H-pyrazolo[3,4-d]pyrimidine C(C)(C)N1N=CC=2C1=NC(=NC2)CCOC